ClC1=CC=C2[C@](CCOC2=C1)(NC1=NC=C(C=C1OC(F)F)C(F)(F)F)CO (S)-(7-chloro-4-((3-(difluoromethoxy)-5-(trifluoromethyl)pyridin-2-yl)amino)chroman-4-yl)methanol